FC1=C(CN2CCC(CC2)C(C)N)C=CC=C1 (1-(2-fluorobenzyl)piperidin-4-yl)ethanamine